BrC=1C(=CC=C2C=CN=NC12)N 8-bromo-7-cinnolinylamine